8-(2-oxaspiro[3.3]heptan-6-yl)-5,8-diazaspiro[3.5]nonan C1OCC12CC(C2)N2CCNC1(CCC1)C2